[Pt].NCC1(C(CC1)CN)CC(C(=O)O)O 1,2-diaminomethyl-cyclobutane-lactic acid platinum